sulfanyl ether SOS